NC1CCN(CC1)C1=NC(=C2N=CN(C2=N1)C(C)C)NCC=1C(=NC=CC1)C1=CC=NN1C(C)(C)C 2-(4-aminopiperidin-1-yl)-N-((2-(1-(tert-butyl)-1H-pyrazol-5-yl)pyridin-3-yl)methyl)-9-isopropyl-9H-purin-6-amine